nonamethyltetrasilazane C[Si](N([Si](N([Si](C)(C)C)C)(C)C)C)(N[SiH3])C